C(\C=C\C1=CC(O)=C(O)C=C1)(=O)OCC ethyl trans-caffeate